(3,4-difluoro-5-(trifluoromethyl)phenyl)boronic acid FC=1C=C(C=C(C1F)C(F)(F)F)B(O)O